C(C)(C)(C)OC(CC[C@H](N)C(=O)O)=O L-glutamic acid-5-tertiary butyl ester